Benzyladenin C(C1=CC=CC=C1)C1=NC(=C2NC=NC2=N1)N